3-(1-(4-fluoro-2-methylphenyl)-4-oxo-6-(trifluoromethyl)-1,4-dihydroquinazolin-3(2H)-yl)-2-methylpyridine 1-oxide FC1=CC(=C(C=C1)N1CN(C(C2=CC(=CC=C12)C(F)(F)F)=O)C=1C(=[N+](C=CC1)[O-])C)C